[K].C1CCC2=C(C=3CCCC3C=C12)NC(=O)NS(=O)(=O)C=1N(C=CN1)C N-((1,2,3,5,6,7-Hexahydro-s-indacen-4-yl)carbamoyl)-1-methyl-1H-imidazole-2-sulfonamide, potassium salt